C[C@@H]1OC2(OC1)CCN(CC2)C=2SC1=C(C(N2)=O)C=C(C=C1[N+](=O)[O-])C(F)(F)F (S)-2-(2-methyl-1,4-dioxa-8-azaspiro[4.5]decan-8-yl)-8-nitro-6-(trifluoromethyl)-4H-1,3-benzothiazin-4-one